C(CCCCCCC)C=1NOC2=C(C=CC1)C=CC=C2 octyl-benzoxazocine